C(C)(CC)OC(=O)C1CCNCC1 piperidine-4-carboxylic acid sec-butyl ester